5-[[2,6-dimethyl-4-(4,4,5,5-tetramethyl-1,3,2-dioxaborolan-2-yl)phenyl]methyl]-3-isopropyl-1-(p-tolylsulfonyl)pyrrolo[2,3-c]pyridine CC1=C(C(=CC(=C1)B1OC(C(O1)(C)C)(C)C)C)CC=1C=C2C(=CN1)N(C=C2C(C)C)S(=O)(=O)C2=CC=C(C=C2)C